C(C)(C)(C)C1(N(CC(N(C1)CCC1=CC(=CC=C1)Cl)C)C(=O)OCC1=CC=C(C=C1)C#CCCO[Si](C)(C)C(C)(C)C)COC1=CC=C(C=C1)S(=O)(=O)C (4-(4-((tert-butyldimethylsilyl)oxy)but-1-yn-1-yl)phenyl)methanol tert-butyl-4-(3-chlorophenethyl)-5-methyl-2-((4-(methylsulfonyl)phenoxy)methyl)piperazine-1-carboxylate